2-methyl-N-((6-methyl-4-(methylthio)-2-oxo-1,2-dihydropyridin-3-yl)methyl-d2)-1H-indole-3-carboxamide CC=1NC2=CC=CC=C2C1C(=O)NC([2H])([2H])C=1C(NC(=CC1SC)C)=O